(1S,3S)-methyl-3-((2-cyclopropyl-6-(1-methyl-5-(((methyl(pentyl)carbamoyl)oxy)methyl)-1H-1,2,3-triazol-4-yl)pyridin-3-yl)oxy)cyclohexanecarboxylate COC(=O)[C@@H]1C[C@H](CCC1)OC=1C(=NC(=CC1)C=1N=NN(C1COC(N(CCCCC)C)=O)C)C1CC1